7-amino-N-(2-{9-amino-1,4-dioxa-7-azaspiro[4.4]nonan-7-yl}-3-fluoro-5,6,7,8-tetrahydroquinolin-6-yl)-3-methylthieno[2,3-b]pyrazine-6-carboxamide NC1=C(SC2=NC(=CN=C21)C)C(=O)NC2CC=1C=C(C(=NC1CC2)N2CC1(OCCO1)C(C2)N)F